methyl 1-methyl-5-(trifluoromethyl)-1H-pyrazole-3-carboxylate CN1N=C(C=C1C(F)(F)F)C(=O)OC